N-[(1R)-1-[3-amino-5-(trifluoromethyl)phenyl]ethyl]-6-oxo-1-(tetrahydropyran-4-ylmethyl)pyridin-3-Carboxamide NC=1C=C(C=C(C1)C(F)(F)F)[C@@H](C)NC(=O)C1=CN(C(C=C1)=O)CC1CCOCC1